N-((2-aminocyclopropyl)methyl)-4-((3-(1-(cyanomethyl)-3-(trifluoromethyl)-1H-pyrazol-4-yl)imidazo[1,2-a]pyrazin-8-yl)amino)-2-ethylbenzamide formate C(=O)O.NC1C(C1)CNC(C1=C(C=C(C=C1)NC=1C=2N(C=CN1)C(=CN2)C=2C(=NN(C2)CC#N)C(F)(F)F)CC)=O